9-(6-(9H-carbazol-9-yl)-pyridin-3-yl)-9H-3,9-bicarbazole C1=CC=CC=2C3=CC=CC=C3N(C12)C1=CC=C(C=N1)N1C2=CC=CC=C2C=2C=C(C=CC12)N1C2=CC=CC=C2C=2C=CC=CC12